(R)-2,2',6,6'-tetramethoxy-4,4'-bis(diphenyl-phosphino)-3,3'-bipyridine COC1=NC(=CC(=C1C=1C(=NC(=CC1P(C1=CC=CC=C1)C1=CC=CC=C1)OC)OC)P(C1=CC=CC=C1)C1=CC=CC=C1)OC